BrCC(CBr)CBr 2-(bromomethyl)-1,3-dibromopropane